C(C1=CC=CC=C1)OC1=CC=C(C=C1)C1CN(C1)C(=O)OC(C)(C)C tert-Butyl 3-(4-benzyloxyphenyl)azetidine-1-carboxylate